2,7-bis(trimethoxysilyl)nonane phenyl-butanesulfonate C1(=CC=CC=C1)OS(=O)(=O)CCCC.CO[Si](C(C)CCCCC(CC)[Si](OC)(OC)OC)(OC)OC